(S)-2-[2-(3-cyclopropyl-1-methyl-1H-pyrazole-5-carbonyl)-6-(3-methyl-1H-pyrrolo[2,3-b]pyridin-5-yl)-1,2,3,4-tetrahydroisoquinolin-8-yl]pyrrolidine-1-carboxylic acid tert-butyl ester C(C)(C)(C)OC(=O)N1[C@@H](CCC1)C=1C=C(C=C2CCN(CC12)C(=O)C1=CC(=NN1C)C1CC1)C=1C=C2C(=NC1)NC=C2C